COC1=CC=C(CNCCCCC2C3(CC3)CCN(C2)C(=O)OC(C)(C)C)C=C1 tert-butyl 4-(4-((4-methoxybenzyl)amino)butyl)-6-azaspiro[2.5]octane-6-carboxylate